C1(CC12CCN(CC2)C(=O)[O-])C(=O)[O-] 6-azaspiro[2.5]octane-1,6-dicarboxylate